C(C)CCC(C)S(=O)(=O)O 1-ethyl-3-butylsulfonic acid